ClC1=C(C=CC(=C1)CNC1CCC(CC1)(C(F)(F)F)O)N1N=CC(=C1)C1=NC(=NC=C1C#N)NC1CCN(CC1)S(=O)(=O)C 4-(1-(2-Chloro-4-((((1s,4s)-4-hydroxy-4-(trifluoromethyl)cyclohexyl)amino)methyl)phenyl)-1H-pyrazol-4-yl)-2-((1-(methylsulfonyl)piperidin-4-yl)amino)pyrimidine-5-carbonitrile